C[Si](N([Si](C)(C)C)C)(C)C N,N-bis(trimethylsilyl)-methylamine